CC(CCN1CCC2(CCN(C2)S(=O)(=O)C=2C=CC(=NC2)N2C(OCC2)=O)CC1)(C)C 3-(5-((8-(3,3-Dimethylbutyl)-2,8-diazaspiro[4.5]decan-2-yl)sulfonyl)pyridin-2-yl)oxazolidin-2-one